para-phenylbenzenesulfonic acid C1(=CC=CC=C1)C1=CC=C(C=C1)S(=O)(=O)O